ClC1=C(C=CC2=C1C(=NCC(N2)=O)C2=C(C=CC(=C2)OC)F)Cl 6,7-dichloro-5-(2-fluoro-5-methoxy-phenyl)-1,3-dihydro-1,4-benzodiazepine-2-One